C(C)(=O)C1=NN2C(C(N(CC2)C2=C(C=C(C=C2)C2=NC3=CC=C(C=C3C=N2)C(F)(F)F)C)=O)=C1 2-acetyl-5-(2-methyl-4-(6-(trifluoromethyl)-quinazolin-2-yl)phenyl)-6,7-dihydropyrazolo[1,5-a]pyrazin-4(5H)-one